2-(3,4-Epoxycyclohexyl)ethyl(methyl)diethoxysilan C1(CC2C(CC1)O2)CC[Si](OCC)(OCC)C